CC1(CC=CC2=C3C(C=C(C(C3=CC=C12)=O)C(C)C)=O)C 8,8-dimethyl-2-propan-2-yl-7H-phenanthrene-1,4-dione